vinyl (vinyl acetate) C(=C)CC(=O)OC=C